9-(1-(1-(2-Cyanopyridin-4-yl)ethyl)-1H-pyrazol-4-yl)-2-(2,6-dichlorophenyl)imidazo[2,1-f][1,6]naphthyridine-3-carboxamide C(#N)C1=NC=CC(=C1)C(C)N1N=CC(=C1)C=1C=NC=2C=CN3C(C2C1)=NC(=C3C(=O)N)C3=C(C=CC=C3Cl)Cl